(S)-N-(2-(4-(dimethylamino)-piperidin-1-yl)-5-((6-(3-(3-(3-fluoro-phenoxy)benzyl)-isoxazolidin-2-yl)-pyrimidin-4-yl)-amino)-4-meth-oxyphenyl)acryl-amide CN(C1CCN(CC1)C1=C(C=C(C(=C1)OC)NC1=NC=NC(=C1)N1OCC[C@@H]1CC1=CC(=CC=C1)OC1=CC(=CC=C1)F)NC(C=C)=O)C